ClC1=C(NC2=NOC3=C2C=CC(=C3)C(OC)OC)C=CC=C1C1=CC=CC=C1 3-(2-Chloro-3-phenylanilino)-6-dimethoxymethyl-benzisoxazole